4-(4-(1-(3-Fluoronaphthalen-2-yl)-7-oxo-3-(trifluoromethyl)-4,5-dihydro-1H-pyrazolo[3,4-c]pyridin-6(7H)-yl)piperidin-1-yl)morpholin-3-one FC=1C(=CC2=CC=CC=C2C1)N1N=C(C2=C1C(N(CC2)C2CCN(CC2)N2C(COCC2)=O)=O)C(F)(F)F